2-(2-((5-(3-(aminomethyl)phenyl)-1-methyl-1H-indazol-3-yl)methoxy)phenyl)acetic acid NCC=1C=C(C=CC1)C=1C=C2C(=NN(C2=CC1)C)COC1=C(C=CC=C1)CC(=O)O